N-(2-benzyloxy-3,3-difluoro-pent-4-enoyl)-6-[(1R)-1-methylpent-4-enoxy]-3-nitro-5-(trifluoromethyl)pyridine-2-carbohydrazide C(C1=CC=CC=C1)OC(C(=O)N(N)C(=O)C1=NC(=C(C=C1[N+](=O)[O-])C(F)(F)F)O[C@@H](CCC=C)C)C(C=C)(F)F